ClC=1N=C(SC1)C([C@@H](C[C@@H]1C(NCC1)=O)NC([C@H](CC1CCCCC1)NC(=O)C=1NC2=CC=CC(=C2C1)OC)=O)=O N-((S)-1-(((R)-1-(4-chlorothiazol-2-yl)-1-oxo-3-((R)-2-oxopyrrolidin-3-yl)propan-2-yl)amino)-3-cyclohexyl-1-oxopropan-2-yl)-4-methoxy-1H-indole-2-carboxamide